(E)-4,8-dimethyl-3-(3-(p-tolyl)acryloyl)-1,7-naphthyridin-2(1H)-one CC1=C(C(NC2=C(N=CC=C12)C)=O)C(\C=C\C1=CC=C(C=C1)C)=O